(R)-1-((4-methoxy-3-nitrobenzyl)oxy)propan-2-ol COC1=C(C=C(COC[C@@H](C)O)C=C1)[N+](=O)[O-]